2,4-dimethylheptane CC(C)CC(CCC)C